N(=[N+]=[N-])[C@H]1C[C@](N(C1)C(=O)OC(C)(C)C)(C(=O)OCC1=CC=CC=C1)CCCCB1OC(C(O1)(C)C)(C)C (2S,4S)-2-Benzyl 1-tert-butyl 4-azido-2-(4-(4,4,5,5-tetramethyl-1,3,2-dioxaborolan-2-yl)butyl)pyrrolidine-1,2-dicarboxylate